benzyl 4-(6-cyclopropyl-2,3-dihydro-1H-pyrrolo[2,3-b]pyridin-4-yl)piperazine-1-carboxylate C1(CC1)C1=CC(=C2C(=N1)NCC2)N2CCN(CC2)C(=O)OCC2=CC=CC=C2